2-(1H-Benzo[d]imidazol-5-yl)-3-(3,4-dichlorophenyl)isoindolin-1-on N1C=NC2=C1C=CC(=C2)N2C(C1=CC=CC=C1C2C2=CC(=C(C=C2)Cl)Cl)=O